C(C)(C)(C)OC(=O)NC(CCSCCOC=1C=2N(C=C(N1)C1=CC(=NC=C1OC)[C@@H](C)N(C(OC(C)(C)C)=O)CC)N=CN2)CCC(F)(F)F tert-butyl ((1R)-1-(4-(8-(2-((3-((tert-butoxycarbonyl)amino)-6,6,6-trifluorohexyl)thio)ethoxy)-[1,2,4]triazolo[1,5-a]pyrazin-6-yl)-5-methoxypyridin-2-yl)ethyl)(ethyl)carbamate